ClC=1C(=CC2=C(C[C@](O2)(C2=CC=CC=C2)CN[C@@H]2C[C@H](C2)CO)C1C1=C(C(=O)N)C=CC(=C1F)OCCO)F 2-((2S,4S)-5-chloro-6-fluoro-2-((((trans)-3-(hydroxymethyl)cyclobutyl)amino)methyl)-2-phenyl-2,3-dihydrobenzofuran-4-yl)-3-fluoro-4-(2-hydroxyethoxy)benzamide